6-(5-methyl-2-(methylthio)pyrimidin-4-yl)isoindol-1-one CC=1C(=NC(=NC1)SC)C1=CC=C2C=NC(C2=C1)=O